4-amino-3,6-dichloropyridine NC1=C(C=NC(=C1)Cl)Cl